1-(2-(2,4-difluorophenyl)-6-methyl-4-oxo-4H-chromen-8-yl)ethane FC1=C(C=CC(=C1)F)C=1OC2=C(C=C(C=C2C(C1)=O)C)CC